3-[2-hydroxy-4-(trifluoromethyl)phenyl]-4-methyl-6-[[(3R)-3-piperidinyl]amino]-1,2,4-triazin-5-one OC1=C(C=CC(=C1)C(F)(F)F)C1=NN=C(C(N1C)=O)N[C@H]1CNCCC1